5-pyrroledipropylamine N1C(=CC=C1CCCN)CCCN